C(C)(C)(C)OC(=O)OC1=CC=C(C=C)C=C1 4-t-butyloxycarbonyloxystyrene